4-(4-chlorophenyl)-3-butyne ClC1=CC=C(C=C1)C#CCC